F[C@@]1(CN(C[C@H]([C@H]1O)F)C1=NC=CC(=N1)NC=1N=CC2=C(C=CC=C2C1)N1[C@@H]([C@H](C1)CS(=O)(=O)C)C)C (3R,4R,5R)-3,5-difluoro-1-[4-({8-[(2R,3S)-3-(methanesulfonyl-methyl)-2-methylazetidin-1-yl]isoquinolin-3-yl}amino)pyrimidin-2-yl]-3-methyl-piperidin-4-ol